COC=1C(=CC=2C3=C(C=NC2C1)N(C(N3C=3C=NN(C3)C)=O)C)C=3C=NN(C3)C 7-Methoxy-3-methyl-1,8-bis-(1-methyl-1H-pyrazol-4-yl)-1,3-dihydroimidazo[4,5-c]quinolin-2-one